6-chloro-2-(1-methyl-1H-pyrazol-5-yl)benzo[b]thiophene-3-carbonitrile ClC=1C=CC2=C(SC(=C2C#N)C2=CC=NN2C)C1